N,N-dimethyl-3-aminopropyltri-n-propoxysilane CN(CCC[Si](OCCC)(OCCC)OCCC)C